(7-(4-((5-chloro-4-((2-(dimethylphosphino) phenyl) amino) pyrimidin-2-yl) amino)-2-methylphenyl)-7-azaspiro[3.5]nonan-2-yl) carbamate C(N)(OC1CC2(C1)CCN(CC2)C2=C(C=C(C=C2)NC2=NC=C(C(=N2)NC2=C(C=CC=C2)P(C)C)Cl)C)=O